CN1N=CC=C1C1=CNC2=NC=C(C=C21)C2=CC=C(C=C2)N2CCN(CC2)C(=O)O 4-{4-[3-(2-methylpyrazol-3-yl)-1H-pyrrolo[2,3-b]pyridin-5-yl]phenyl}piperazine-1-carboxylic acid